BrCC1=CC=C(C=C1)CO (4-(bromomethyl)phenyl)methanol